1-hydroxy-7,8-dihydro-1H-benzazepine ON1C=CC=CC=2C1=CCCC2